(R)-1-(3-hydroxy-pyrrolidin-1-yl)-propan-1-one O[C@H]1CN(CC1)C(CC)=O